(R)-N-((S)-1-(6-chloro-7-isopropoxy-2-methoxyquinolin-3-yl)ethyl)-2-methylpropan-2-sulfinamide ClC=1C=C2C=C(C(=NC2=CC1OC(C)C)OC)[C@H](C)N[S@](=O)C(C)(C)C